Cl.C[C@H]1N[C@@H](COC1)C (3R,5R)-3,5-dimethylmorpholine hydrogen chloride salt